5-amino-1-(2-((2-((3-chloro-2-fluorophenylmethyl)amino)-2-oxoethyl)(cyclopropyl)amino)-2-oxoethyl)-1H-pyrazolo[3,4-b]pyridine-3-carboxamide NC=1C=C2C(=NC1)N(N=C2C(=O)N)CC(=O)N(C2CC2)CC(=O)NCC2=C(C(=CC=C2)Cl)F